(5S,6S)-5-(4-(4-(dimethoxymethyl)piperidin-1-yl)-5-fluoro-2-methoxyphenyl)-6-phenyl-5,6,7,8-tetrahydronaphthalen-2-ol COC(C1CCN(CC1)C1=CC(=C(C=C1F)[C@@H]1C=2C=CC(=CC2CC[C@@H]1C1=CC=CC=C1)O)OC)OC